4-methyl-5-phenyl-2H-1,2,3-triazole CC1=NNN=C1C1=CC=CC=C1